5-(3-(2-fluorophenyl)-1,2,4-oxadiazol-5-yl)-1-(pyridin-3-ylmethyl)pyridin-2(1H)-one FC1=C(C=CC=C1)C1=NOC(=N1)C=1C=CC(N(C1)CC=1C=NC=CC1)=O